2,3-P-DIOXANEDITHIOL S,S-BIS(O,O-DIETHYL PHOSPHORODITHIOATE) CCOP(=S)(OCC)SC1C(OCCO1)SP(=S)(OCC)OCC